C(C1=CC=CC=C1)C1CCN(CC1)CCCNS(=O)(=O)C1=CC=C(C=C1)NC(CCN1CCCCC1)=O N-(4-(N-(3-(4-benzylpiperidin-1-yl)propyl)sulfamoyl)phenyl)-3-(piperidin-1-yl)propaneamide